1,1,1,4,5,5,5-heptafluoro-4-(trifluoromethyl)pent-2-ene FC(C=CC(C(F)(F)F)(C(F)(F)F)F)(F)F